3-(5-{[(5-chlorothiophen-2-yl)methyl]amino}-1-(2-methoxybenzoyl)-1H-pyrazol-3-yl)-3-methylpiperidin-2-one ClC1=CC=C(S1)CNC1=CC(=NN1C(C1=C(C=CC=C1)OC)=O)C1(C(NCCC1)=O)C